Tert-butyl 6-[[1-(trifluoromethyl) cyclopropyl] carbamoyl]-2-azaspiro[3.3]heptane-2-carboxylate FC(C1(CC1)NC(=O)C1CC2(CN(C2)C(=O)OC(C)(C)C)C1)(F)F